4-oxa-7-azaspiro[2.5]octane HCl salt Cl.C1CC12OCCNC2